ethyl 4,5-dibromothiophene-2-carboxylate BrC=1C=C(SC1Br)C(=O)OCC